2-((1-chloro-4-(4-fluoro-2,6-dimethylphenyl)isoquinolin-7-yl)oxy)acetonitrile ClC1=NC=C(C2=CC=C(C=C12)OCC#N)C1=C(C=C(C=C1C)F)C